[Cl-].[Cl-].C[Si](C)(C)CC(CC1(C=CC=C1)[Zr+2]C1C(=C(C(=C1C)C)C)C)=C [(2-trimethylsilylmethylallyl)cyclopentadienyl](2,3,4,5-tetramethylcyclopentadienyl)zirconium dichloride